perfluorooctane fluorine [F].FC(C(C(C(C(C(C(C(F)(F)F)(F)F)(F)F)(F)F)(F)F)(F)F)(F)F)(F)F